CC(C)=C1CCC(CC1)N1CCC(CC1)N1C(=C(C=2C1=NC=CC2)CN2CCCC2)CNS(=O)(=O)C N-((1-(1-(4-(propan-2-ylidene)cyclohexyl)piperidin-4-yl)-3-(pyrrolidin-1-ylmethyl)-1H-pyrrolo[2,3-b]pyridin-2-yl)methyl)methane-sulfonamide